NC1=C(C=C(C=N1)C=1C=C2N(N1)CC[C@]21CN(CC1)C(=O)C=1NC=CN1)C(F)(F)F {(3R)-2'-[6-amino-5-(trifluoromethyl)pyridin-3-yl]-5',6'-dihydrospiro[pyrrolidine-3,4'-pyrrolo[1,2-b]pyrazol]-1-yl}(1H-imidazol-2-yl)methanone